ClC1=NC=C(C(=N1)OC=1C=NC=2C=3C=4NC[C@H](NC(C4SC3C=CC2N1)=O)C)CP(=O)(C)C (15R)-5-({2-chloro-5-[(dimethylphosphoryl)methyl]pyrimidin-4-yl}oxy)-15-methyl-11-thia-3,6,14,17-tetraazatetracyclo[8.8.0.02,7.012,18]octadeca-1(10),2(7),3,5,8,12(18)-hexaen-13-one